N-[2-chloro-3-(4,4,5,5-tetramethyl-1,3,2-dioxaborolan-2-yl)phenyl]-4-(4-hydroxy-1-piperidyl)-4,5,6,7-tetrahydropyrazolo[1,5-a]pyridine-2-carboxamide ClC1=C(C=CC=C1B1OC(C(O1)(C)C)(C)C)NC(=O)C1=NN2C(C(CCC2)N2CCC(CC2)O)=C1